[N+](=O)([O-])C1=C(C=CC=C1)N1CCNCC1 1-(nitrophenyl)piperazine